CN(C(C)=O)[C@H]1C[C@H](CC1)C(=O)OC Methyl (1S,3R)-3-(N-methylacetamido)cyclopentane-1-carboxylate